2-{8-ethyl-7-fluoro-3-[(methoxymethyl)oxy]-1-naphthyl}-4,4,5,5-tetramethyl-1,3,2-dioxaborolane C(C)C=1C(=CC=C2C=C(C=C(C12)B1OC(C(O1)(C)C)(C)C)OCOC)F